1-(3-(8-chloro-6-fluoro-7-(3-hydroxynaphthalen-1-yl)-4-(((S)-1-methyl-pyrrolidin-2-yl)methoxy)-1H-imidazo[4,5-c]quinolin-1-yl)pyrrolidin-1-yl)prop-2-en-1-one ClC1=CC=2C3=C(C(=NC2C(=C1C1=CC(=CC2=CC=CC=C12)O)F)OC[C@H]1N(CCC1)C)N=CN3C3CN(CC3)C(C=C)=O